O1CC12CCN(CC2)C2=C1CCN(C1=CC=C2)[C@@H]2C(NC(CC2)=O)=O (3S)-3-[4-(1-oxa-6-azaspiro[2.5]octan-6-yl)indolin-1-yl]piperidine-2,6-dione